C(C)OP(=O)(OCC)[C@H](C1=CC2=C(SC(=C2)C(=O)OCC2=CC=CC=C2)C=C1)F benzyl (R)-5-((diethoxyphosphoryl)fluoromethyl)benzo[b]thiophene-2-carboxylate